5-[(dimethylamino)methyl]Pyridine-2-sulfonyl chloride CN(C)CC=1C=CC(=NC1)S(=O)(=O)Cl